1-(1H-Benzoimidazol-5-yl)-5-[4-(2-cyclopropyl-1,3-thiazol-4-yl)phenyl]imidazolidine-2,4-dione N1C=NC2=C1C=CC(=C2)N2C(NC(C2C2=CC=C(C=C2)C=2N=C(SC2)C2CC2)=O)=O